C(C)OC(=O)C=1NC2=C(C(=CC=C2C1C1=CC=C(C=C1)F)OC)C 3-(4-fluorophenyl)-6-methoxy-7-methyl-1H-indole-2-carboxylic acid ethyl ester